C1(CC1)C[C@H]1N(C(CC1=O)=O)C(=O)OC(C)(C)C tert-butyl (R)-2-(cyclopropylmethyl)-3,5-dioxopyrrolidine-1-carboxylate